Ammonium Diethylhexyl Sulfosuccinate S(=O)(=O)(O)C(C(=O)OC(CCCCC)(CC)CC)CC(=O)[O-].[NH4+]